COC1=CC=C(C=C1)C(C(CC1=CC=CC=C1)NC)=O 1-(4-Methoxyphenyl)-2-(methylamino)-3-phenylpropan-1-one